N,N-diethyl-1-(1-(2-(4-methyl-1,2,5-oxadiazol-3-yl)acetyl)piperidin-3-yl)-1H-1,2,3-triazole-4-carboxamide C(C)N(C(=O)C=1N=NN(C1)C1CN(CCC1)C(CC1=NON=C1C)=O)CC